CCOCCOCCOCC 3,6,9-trioxaundecane